1,3,5-tris-(4-formylphenyl)benzene C(=O)C1=CC=C(C=C1)C1=CC(=CC(=C1)C1=CC=C(C=C1)C=O)C1=CC=C(C=C1)C=O